prop-2-enyl (3S)-4-(dimethylamino)-3-(9H-fluoren-9-ylmethoxycarbonylamino)-4-oxobutanoate CN(C([C@H](CC(=O)OCC=C)NC(=O)OCC1C2=CC=CC=C2C=2C=CC=CC12)=O)C